FC(C12C(C3=CC=CC4=CC=CC1=C34)O2)(F)F 1-trifluoromethyl-1,2-epoxyacenaphthene